4-[6-[1-cyano-2,2,2-trideuterio-1-(trideuteriomethyl)ethyl]pyrazolo[1,5-a]pyridin-3-yl]-2-(difluoromethoxy)-N-[(1R,2S)-2-fluorocyclopropyl]-6-methoxybenzamide C(#N)C(C([2H])([2H])[2H])(C([2H])([2H])[2H])C=1C=CC=2N(C1)N=CC2C2=CC(=C(C(=O)N[C@H]1[C@H](C1)F)C(=C2)OC)OC(F)F